calcium lactate, sodium salt [Na+].C(C(O)C)(=O)[O-].[Ca+2].C(C(O)C)(=O)[O-].C(C(O)C)(=O)[O-]